6-Ethynyl-3,4-difluoro-2-[(2-fluoro-4-iodophenyl)amino]-N-methylbenzamide C(#C)C1=CC(=C(C(=C1C(=O)NC)NC1=C(C=C(C=C1)I)F)F)F